CNC(CC)=O N-methyl-propanamide